BrC1=NN=C(S1)C(=O)O 5-bromo-1,3,4-thiadiazole-2-carboxylic acid